[Ge]1(=CC=CC=C1)C(=O)[O-] germinat